C1(CC1)N1N(C=C(C1=O)C1=NC(=CC(=C1)C(=O)OC)C)COCC[Si](C)(C)C methyl 2-(2-cyclopropyl-3-oxo-1-{[2-(trimethylsilyl) ethoxy] methyl} pyrazol-4-yl)-6-methylpyridine-4-carboxylate